C(C)(C)C1=NN(C=N1)C1=CC(=NC=C1)N(C(=O)[C@@H]1CC[C@H](CC1)CC(=O)O)CC12CCC(CC1)(CC2)C2=CC(=C(C=C2)OC)C trans-2-(4-((4-(3-Isopropyl-1H-1,2,4-triazol-1-yl)pyridin-2-yl)((4-(4-methoxy-3-methylphenyl)bicyclo[2.2.2]octan-1-yl)methyl)carbamoyl)cyclohexyl)acetic acid